C1(CC1)N1CCN(C2=CC=CC=C12)C(=O)C1=CN=CN1CC1=CC=C(C=C1)F (4-cyclopropyl-3,4-dihydroquinoxalin-1(2H)-yl)(1-(4-fluorobenzyl)-1H-imidazol-5-yl)methanone